NCCCCN1CCN(CC1)C(=O)C1=C(C=C(C=N1)NC(=O)C=1C=NN(C1C(F)(F)F)C1=CN=CC2=CC=CC=C12)C#N N-(6-(4-(4-Aminobutyl)piperazin-1-carbonyl)-5-cyanopyridin-3-yl)-1-(isochinolin-4-yl)-5-(trifluoromethyl)-1H-pyrazol-4-carboxamid